FC1=C(C=CC(=C1)F)[C@H](C)NC(C(C)N1C(NC2=CC=CC(=C2C1=O)OC)=O)=O N-[(1S)-1-(2,4-difluorophenyl)ethyl]-2-(5-methoxy-2,4-dioxo-1H-quinazolin-3-yl)propanamide